2-bromo-1-(5-fluoroisoindolin-2-yl)ethan-1-one BrCC(=O)N1CC2=CC=C(C=C2C1)F